NC=1C2=C(N=CN1)N(C(=C2C2=CC=C(C=C2)OC2=NC(=CC=C2)OC)C=2C=NN(C2)C2CCN(CC2)C(C)=O)C 1-(4-(4-(4-amino-5-(4-((6-methoxypyridin-2-yl)oxy)phenyl)-7-methyl-7H-pyrrolo[2,3-d]pyrimidin-6-yl)-1H-pyrazol-1-yl)piperidin-1-yl)ethan-1-one